2-azidoethyl 2,3,4,6-tetra-O-acetyl-β-D-galactopyranoside CC(=O)OC[C@@H]1[C@@H]([C@@H]([C@H]([C@@H](O1)OCCN=[N+]=[N-])OC(=O)C)OC(=O)C)OC(=O)C